FC(C=1C(=CN(C(C1)=O)C)C(=O)NC1=C(C=C(C(=C1)C=1N=C(SC1)N1CCOCC1)F)N1C[C@H](N(CC1)C)C)F |r| 4-(difluoromethyl)-N-[4-fluoro-5-(2-morpholin-4-yl-1,3-thiazol-4-yl)-2-[rac-(3R)-3,4-dimethylpiperazin-1-yl]phenyl]-1-methyl-6-oxopyridine-3-carboxamide